(S)-N-(1-hydroxypentan-2-yl)-5-((5-methyl-3-(6-methylpyridin-3-yl)isoOxazol-4-yl)methoxy)pyrazine-2-carboxamide OC[C@H](CCC)NC(=O)C1=NC=C(N=C1)OCC=1C(=NOC1C)C=1C=NC(=CC1)C